2-((2-(((1s,4s)-4-((7-Morpholino-1,6-naphthyridin-5-yl)oxy)cyclohexyl)amino)pyrimidin-5-yl)oxy)-1-(pyrrolidin-1-yl)ethan-1-one O1CCN(CC1)C1=NC(=C2C=CC=NC2=C1)OC1CCC(CC1)NC1=NC=C(C=N1)OCC(=O)N1CCCC1